[2-amino-4-(trifluoromethoxy)phenyl]-[4-[2-[[(3R)-tetrahydrofuran-3-yl]amino]-5H-pyrrolo[2,3-b]pyrazin-7-yl]-1-piperidyl]methanone NC1=C(C=CC(=C1)OC(F)(F)F)C(=O)N1CCC(CC1)C1=CNC2=NC=C(N=C21)N[C@H]2COCC2